2-(4-chlorophenyl)-4,4-dimethylcyclohex-1-enecarbaldehyde ClC1=CC=C(C=C1)C1=C(CCC(C1)(C)C)C=O